(R)-1-(3-(3-methyl-4-(isobutyl)piperazine-1-carbonyl)-4-fluorobenzyl)quinazoline-2,4(1H,3H)-dione C[C@@H]1CN(CCN1CC(C)C)C(=O)C=1C=C(CN2C(NC(C3=CC=CC=C23)=O)=O)C=CC1F